3-(6-(3,5-dimethylisoxazol-4-yl)-1-(1-phenylethyl)-1H-pyrrolo[3,2-b]pyridin-3-yl)-4-methoxybenzoic acid CC1=NOC(=C1C=1C=C2C(=NC1)C(=CN2C(C)C2=CC=CC=C2)C=2C=C(C(=O)O)C=CC2OC)C